4-(difluoromethoxy)-5-iodobenzene FC(OC1=CC=CC=C1I)F